tert-butyl 4-((6-bromonaphthalen-2-yl)carbamoyl)piperazine-1-carboxylate BrC=1C=C2C=CC(=CC2=CC1)NC(=O)N1CCN(CC1)C(=O)OC(C)(C)C